methyl (1S,6'E)-6-chloro-9'-methyl-10'-oxo-3,4-dihydro-2H-spiro[naphthalene-1,19'-[17]oxa[1,9]diazatricyclo[11.7.2.0~16,21~]docosa[6,13,15,21]tetraene]-12'-carboxylate ClC=1C=C2CCC[C@]3(COC4=CC=C5C(CC(N(C/C=C/CCCCN(C3)C4=C5)C)=O)C(=O)OC)C2=CC1